diethyl 3-aminoheptanedioate NC(CC(=O)OCC)CCCC(=O)OCC